1-chloropropyl-β-lactose ClC(CC)[C@]1(O)[C@H](O)[C@@H](O)[C@H](O[C@H]2[C@H](O)[C@@H](O)[C@@H](O)[C@H](O2)CO)[C@H](O1)CO